FC(S1C2=C(C3=C1C=CC=C3)C=CC=C2)(F)F S-(trifluoromethyl)dibenzothiophene